C(=C)C1=CC=C(C=C1)[Ge](C1=CC=CC=C1)(C1=CC=CC=C1)C1=CC=CC=C1 4-vinylphenyl-triphenylgerman